tert-butyl 2-[2-(trifluoromethyl) pyrimidin-5-yl]-2,8-diazaspiro[4.5]decane-8-carboxylate FC(C1=NC=C(C=N1)N1CC2(CC1)CCN(CC2)C(=O)OC(C)(C)C)(F)F